C(C=C)OC(CC(C(=O)O)N(C)C(=O)OC(C)(C)C)=O 4-allyloxy-2-[tert-butoxycarbonyl(methyl)amino]-4-oxo-butanoic acid